2-((1-(2,7-dimethyl-1-oxo-3-(phenylethynyl)-1,2-dihydroisoquinolin-5-yl)ethyl)amino)benzoic acid CN1C(C2=CC(=CC(=C2C=C1C#CC1=CC=CC=C1)C(C)NC1=C(C(=O)O)C=CC=C1)C)=O